COC1=NC=2N(C(=C1)NC1=CC(=CC=C1)[N+](=O)[O-])N=CC2 5-Methoxy-N-(3-nitrophenyl)pyrazolo[1,5-a]pyrimidin-7-amine